FC(C1CCC(CC1)C(=O)NNC(=O)[C@@H]1CC[C@H](CC1)NC(OC(C)(C)C)=O)(F)F trans-tert-butyl (4-(2-(4-(trifluoromethyl)cyclohexane-1-carbonyl)hydrazine-1-carbonyl)cyclohexyl)carbamate